N-[(3,5-Difluoropyridin-2-yl)methyl]-2-[(3R)-3'-fluoro-3-methyl-[1,4'-bipiperidine]-1'-yl]-1,3-thiazole-4-carboxamide FC=1C(=NC=C(C1)F)CNC(=O)C=1N=C(SC1)N1CC(C(CC1)N1C[C@@H](CCC1)C)F